Cyanovinyl-Carbazole C(#N)C=CC1=CC=CC=2C3=CC=CC=C3NC12